C1(=CC=C(C=C1)C1=NC=NC(=N1)C1=CC=CC=C1)C1=CC=CC=C1 4-(biphenyl-4-yl)-6-phenyl-1,3,5-triazine